4-(2-amino-6-(4-(N,N-dimethylsulfamoyl)phenyl)-4-oxo-4,7-dihydro-3H-pyrrolo[2,3-d]pyrimidin-5-yl)-3-methoxybenzamide NC=1NC(C2=C(N1)NC(=C2C2=C(C=C(C(=O)N)C=C2)OC)C2=CC=C(C=C2)S(N(C)C)(=O)=O)=O